tert-Butyl 1H-pyrrolo[2,3-c]pyridin-5-ylcarbamate N1C=CC=2C1=CN=C(C2)NC(OC(C)(C)C)=O